C(C)OC(=O)C1=NN2C(OC(CC2)CCOCC2=CC=CC=C2)=C1.C12(CC3CC(CC(C1)C3)C2)CC(=O)C2=CC3=CC=CC=C3C=C2 2-((1S,3R,5S)-adamantan-1-yl)-1-(naphthalen-2-yl)ethan-1-one Ethyl-5-(2-(benzyloxy)ethyl)-6,7-dihydro-5H-pyrazolo[5,1-b][1,3]oxazine-2-carboxylate